(S,E)-2-methyl-N-(1-(3-(2-(trifluoromethyl)pyridin-4-yl)isoxazol-5-yl)ethylidene)propane-2-sulfinamide CC(C)(C)[S@](=O)/N=C(\C)/C1=CC(=NO1)C1=CC(=NC=C1)C(F)(F)F